N-{4-[7-chloro-4,4-difluoro-5-hydroxy-2,3,4,5-tetrahydro(5-2H)-1H-1-benzazepine-1-carbonyl]-2-methoxyphenyl}-2-(trifluoromethyl)benzamide ClC=1C=CC2=C(C(C(CCN2C(=O)C2=CC(=C(C=C2)NC(C2=C(C=CC=C2)C(F)(F)F)=O)OC)(F)F)([2H])O)C1